2-hydroxyethyl-trimethyl-ammonium lactate C(C(O)C)(=O)[O-].OCC[N+](C)(C)C